FC1=CC=C(CC=2NC(=NN2)C(=O)NC2=NC=CC(=C2)C2=C(C=CC(=C2)OCCC2CCOCC2)C(F)(F)F)C=C1 5-(4-fluorobenzyl)-N-(4-(5-(2-(tetrahydro-2H-pyran-4-yl)ethoxy)-2-(trifluoromethyl)phenyl)pyridin-2-yl)-4H-1,2,4-triazole-3-carboxamide